((R)-((((2R,3S,4R,5R)-5-(4-aminopyrrolo[2,1-f][1,2,4]triazin-7-yl)-5-cyano-3,4-dihydroxytetrahydrofuran-2-yl) methoxy) (((isopropoxycarbonyl) oxy) methoxy) phosphoryl) amino) propanoate C(CC)(=O)ON[P@](=O)(OCOC(=O)OC(C)C)OC[C@H]1O[C@@]([C@@H]([C@@H]1O)O)(C#N)C1=CC=C2C(=NC=NN21)N